3-(cyclopropoxymethyl)-1-methyl-1H-pyrazol-5-ol C1(CC1)OCC1=NN(C(=C1)O)C